5-((3,6-difluoro-2-(pyrrolidin-1-ylmethyl)benzyl)amino)-N-(thiazol-4-yl)imidazo[1,2-a]pyridine-8-sulfonamide trifluoroacetic acid salt FC(C(=O)O)(F)F.FC=1C(=C(CNC2=CC=C(C=3N2C=CN3)S(=O)(=O)NC=3N=CSC3)C(=CC1)F)CN1CCCC1